C(C)N1/C(/S\C(\C1=O)=C\1/C(NC2=CC=C(C=C12)F)=O)=N/C1=CC=C(C=C1)S(=O)(=O)N 4-(((Z)-3-ethyl-5-((Z)-5-fluoro-2-oxoindolin-3-ylidene)-4-oxothiazolidin-2-ylidene)amino)benzenesulfonamide